2,4,6-tris(4-hydroxyphenyl-methyl)-1,3-benzenediol OC1=CC=C(C=C1)CC1=C(C(=CC(=C1O)CC1=CC=C(C=C1)O)CC1=CC=C(C=C1)O)O